C(C)CC(CC(=O)[O-])=O.C(C)CC(CC(=O)[O-])=O.CC(C)(C)[O-].CC(C)(C)[O-].[Zr+4] zirconium di-tert-butoxide bis(ethylacetoacetate)